C(C)(=O)OCC\C=C/CC Cis-3-Hexenyl Acetate